COC(=O)C1(CC(=NO1)C1=C(C=C(C(=C1)N1C(N(C(=CC1=O)C(F)(F)F)C)=O)F)Cl)C Methyl-3-(2-chloro-4-fluoro-5-(3-methyl-2,6-dioxo-4-trifluoromethyl-3,6-dihydropyrimidin-1(2H)-yl)phenyl)-5-methyl-4,5-dihydroisoxazol-5-carboxylate